4-(3-((Trimethylsilyl)ethynyl)phenyl)morpholine C[Si](C)(C)C#CC=1C=C(C=CC1)N1CCOCC1